C(C)OC(=O)C=1C=NC2=CC(=CC=C2C1Cl)OCC1=CC=CC=C1 7-(benzyloxy)-4-chloroquinoline-3-carboxylic acid ethyl ester